(E)-4-(dimethylamino)-N-(2-((2-(dimethylamino)ethyl)(methyl)amino)-4-methoxy-5-((4-(8-methylimidazo[1,2-a]pyridin-3-yl)pyrimidin-2-yl)amino)phenyl)but-2-enamide CN(C/C=C/C(=O)NC1=C(C=C(C(=C1)NC1=NC=CC(=N1)C1=CN=C2N1C=CC=C2C)OC)N(C)CCN(C)C)C